COC=1C=C(C=CC1S(=O)(=O)N1CC2=CC=C(C=C2C1)C(F)(F)F)C=1C=C2C=NNC2=CC1 5-(3-methoxy-4-((5-trifluoromethyl-isoindolin-2-yl)sulfonyl)phenyl)-1H-indazole